C1(=CC=CC=C1)C1=C(C(=C2CCCCC2=C1)C=1C(=CC=C2CCCCC12)N)N 3-phenyl-5,5',6,6',7,7',8,8'-octahydro-[1,1'-binaphthyl]-2,2'-diamine